N=CNC([O-])=O (imino)methylcarbamate